(6'R,7a'S)-6'-fluorotetrahydrospiro[cyclopropane-1,3'-pyrrolizin] F[C@H]1CN2C3(CCC2=C1)CC3